C(C1=CC=CC=C1)OC(=O)N[C@@H]([C@@H](C(=O)OC(C)(C)C)O)C tert-butyl (2S,3R)-3-(((benzyloxy)carbonyl)amino)-2-hydroxybutanoate